ClC1=C(C=CC=C1Cl)SC=1C=2N(C(=NC1)N1CCC3(CCC[C@H]3N)CC1)C=CN2 (R)-8-(8-((2,3-dichlorophenyl)thio)imidazo[1,2-c]pyrimidin-5-yl)-8-azaspiro[4.5]decan-1-amine